1-(5-tert-butylisoxazol-3-yl)-3-(4-(5-cyano-1-(4-(2-morpholinoethoxy)phenyl)-1H-1,2,3-triazol-4-yl)phenyl)-urea C(C)(C)(C)C1=CC(=NO1)NC(=O)NC1=CC=C(C=C1)C=1N=NN(C1C#N)C1=CC=C(C=C1)OCCN1CCOCC1